OC1=C(C(=CC(=C1S(=O)(=O)NC(CCN1CCN(CC1)C)=O)CCCCC)O)C1=CC(=CC=C1)C N-((2,6-dihydroxy-3'-methyl-4-pentyl-[1,1'-biphenyl]-3-yl)sulfonyl)-3-(4-methylpiperazin-1-yl)propanamide